(3E)-6,6-diethoxy-1,3-hexadiene C(C)OC(C/C=C/C=C)OCC